CN(C1=C(C(=NC=2N1N=CN2)C)CC2=CC=C(C=C2)S(=O)(=NC)C)C (4-((7-(dimethylamino)-5-methyl-[1,2,4]triazolo[1,5-a]pyrimidin-6-yl)methyl)phenyl)(methyl)(methylimino)-λ6-sulfanone